(R)-N-(5-(2-(2-aminopyridin-3-yl)-5-(1H-pyrazol-1-yl)-3H-imidazo[4,5-b]pyridin-3-yl)-2,2-difluoro-2,3-dihydro-1H-inden-1-yl)-3-formyl-4-hydroxybenzamide NC1=NC=CC=C1C1=NC=2C(=NC(=CC2)N2N=CC=C2)N1C=1C=C2CC([C@@H](C2=CC1)NC(C1=CC(=C(C=C1)O)C=O)=O)(F)F